C(C1=CC=CC=C1)OC(=O)N1CCN(CC1)C1=C(C=C(C(=C1)O)F)F 4-(2,4-difluoro-5-hydroxyphenyl)piperazine-1-carboxylic acid benzyl ester